NC(C(=O)O)CNC(=N)N 2-amino-3-guanidinopropanoic acid